2-(4-((4-(4-Bromophenyl)-5-oxo-4,5-dihydro-1H-1,2,4-triazol-1-yl)meth-yl)-2,6-dimethylphenoxy)-2-methyl-propionic acid BrC1=CC=C(C=C1)N1C=NN(C1=O)CC1=CC(=C(OC(C(=O)O)(C)C)C(=C1)C)C